CN(C(=O)C1=NC=CN=C1)[C@@H](C(N[C@@H](CCCC1=CC=CC=C1)B1OC(C(O1)(C)C)(C)C)=O)CCC N-methyl-N-((R)-1-oxo-1-(((R)-4-phenyl-1-(4,4,5,5-tetramethyl-1,3,2-dioxaborolan-2-yl)butyl)amino)pentan-2-yl)pyrazine-2-carboxamide